C(C)(=O)NC1CN(CCC1)S(=O)(=O)NC(=O)C=1C(=NC(=CC1)C1=CC(=CC(=C1)OCC(C)C)F)N1C(CC(C1)C)(C)C N-[(3-Acetamido-1-piperidyl)sulfonyl]-6-(3-fluoro-5-isobutoxyphenyl)-2-(2,2,4-trimethylpyrrolidin-1-yl)pyridin-3-carboxamid